CC(CCCC)OC(CCCCCCCCC)=O decanoic acid 2-hexyl ester